10-Deazaaminopterin C1=CC(=CC=C1CCC2=CN=C3C(=N2)C(=NC(=N3)N)N)C(=O)N[C@@H](CCC(=O)O)C(=O)O